5-[1-[4-bromo-2-methyl-5-(trifluoromethylsulfanyl)pyrazol-3-yl]Pyrazol-4-yl]-2-chloro-N-cyclopropyl-benzamide BrC1=C(N(N=C1SC(F)(F)F)C)N1N=CC(=C1)C=1C=CC(=C(C(=O)NC2CC2)C1)Cl